BrC1=CC=C(C=C1)C(C(=O)OCC)CC1=CC=CC=C1 ethyl 2-(4-bromophenyl)-3-phenylpropionate